2-chloro-4-[(2r,5r)-2,4,5-trimethylpiperazin-1-yl]benzoyl chloride ClC1=C(C(=O)Cl)C=CC(=C1)N1[C@@H](CN([C@@H](C1)C)C)C